ClC=1C(=C(C=O)C(=C(C1OC)C\C=C(\C=C\[C@@]1([C@H]([C@@](CC[C@H]1C)(C)O)C)C)/C)O)C 3-chloro-6-hydroxy-5-((2E,4E)-5-((1R,2R,3S,6R)-3-hydroxy-1,2,3,6-tetramethylcyclohexyl)-3-methylpenta-2,4-dien-1-yl)-4-methoxy-2-methylbenzaldehyde